C(CCC)[Sn](C=1N(N=NC1)C([2H])([2H])[2H])(CCCC)CCCC tributyl-[3-(trideuteriomethyl)triazol-4-yl]stannane